N1C(C=CC2=NC=CC=C12)=O 1,5-naphthyridin-2(1H)-one